ClC=1C=C(C(=O)N2[C@@H](C[C@H](C2)O)C(=O)NCC2=CC=C(C=C2)C2=C(N=CS2)C)C=C(C1)OC (2S,4R)-1-(3-chloro-5-methoxybenzoyl)-4-hydroxy-N-(4-(4-methylthiazol-5-yl)benzyl)pyrrolidine-2-carboxamide